N1C=C(C2=CC=CC=C12)CC(=O)N[C@@H](CC(=O)O)C(=O)O |r| N-(3-indoleacetyl)-DL-aspartic acid